N-(5-(7-bromo-4-oxo-3,4-dihydrophthalazin-1-yl)-1H-benzimidazol-2-yl)butyramide BrC1=CC=C2C(NN=C(C2=C1)C1=CC2=C(NC(=N2)NC(CCC)=O)C=C1)=O